FC1=CC=C(C=C1)C1N=C2C=CC=CC2=CN1C1=CC=CC=C1 2-(4-fluorophenyl)-3-phenylquinazoline